1-(2-((2S,4R)-4-fluoro-2-(2-fluoro-3-(trifluoromethoxy)phenylcarbamoyl)pyrrolidin-1-yl)-2-oxoethyl)-5-(2-methylpyrazolo[1,5-a]pyrimidin-6-yl)-1H-indazole-3-carboxamide F[C@@H]1C[C@H](N(C1)C(CN1N=C(C2=CC(=CC=C12)C=1C=NC=2N(C1)N=C(C2)C)C(=O)N)=O)C(NC2=C(C(=CC=C2)OC(F)(F)F)F)=O